O1CCC(C=C1)B1OC(C)(C)C(C)(C)O1 dihydropyran-4-boronic acid pinacol ester